tetraphenyldipropyleneglycol diphosphite OP(O)OP(O)O.C1(=CC=CC=C1)C(C(C1=CC=CC=C1)(C1=CC=CC=C1)C1=CC=CC=C1)(COC(C)CO)O